C(C)(C)(C)OC(=O)N1C[C@@H](N(CC1)CC1=C(N=C(C(=C1Cl)Cl)Cl)NC=1C(=NC=CC1C)C(C)C)CO (R)-3-(hydroxymethyl)-4-(4,5,6-trichloro-2-((2-isopropyl-4-methylpyridin-3-yl)amino)nicotinyl)piperazine-1-carboxylic acid tert-butyl ester